C(C1=CC=CC=C1)C=1C(=NC2=CC=CC=C2N1)NCCN1CCOCC1 3-benzyl-N-(2-morpholinoethyl)quinoxalin-2-amine